C(C)NC(=O)NC1=NC=CC(=C1)CN1CCN(CC1)C1=CC=C2C(=NC=NC2=C1F)NC 1-ethyl-3-(4-((4-(8-fluoro-4-(methylamino)quinazolin-7-yl)piperazin-1-yl)methyl)pyridin-2-yl)urea